NCC(=O)N1CC(C1)NC(=O)C1=C(C=C(C=C1)NC(=O)C=1N(C(=CN1)C1=C(C(=C(C=C1)OC)F)F)C)Cl N-[4-[[1-(2-Aminoacetyl)azetidin-3-yl]carbamoyl]-3-chlorophenyl]-5-(2,3-difluoro-4-methoxyphenyl)-1-methylimidazol-2-carboxamid